CC1=C(C=CC=C1)C1=CC(=NC2=C(N=CC=C12)C1=CC=NN1)N1CCOCC1 4-(2-methylphenyl)-2-(morpholin-4-yl)-8-(1H-pyrazol-5-yl)-1,7-naphthyridine